N-(2-hydroxyethyl)-N,N-dimethyl-2,3-bis(dodecyloxy)-1-propylammonium bromide [Br-].OCC[N+](C)(C)CC(COCCCCCCCCCCCC)OCCCCCCCCCCCC